N1N=C(C2=CC=CC=C12)C1(CC12CCC2)C#N INDAZOLYL-SPIRO[2.3]HEXANE-CARBONITRILE